5-benzothiazepin-7-yl-1,2,4-oxadiazol S1N=CC=CC2=C1C=CC(=C2)C2=NC=NO2